C1=CC=CC=2C3=CC=CC=C3C(=CC12)C1=CC=C(C=C1)C1=NC=C(C=C1)C1=CC=C(C=C1)C=1C2=CC=CC=C2C=2C=CC=CC2C1 2,5-bis{4-(phenanthrene-9-yl)phenyl}pyridine